3-(6-(1-(2,2-difluorobenzo[d][1,3]dioxol-5-yl)cyclopropane-1-carboxamido)-3-methylpyridin-2-yl)benzoic acid FC1(OC2=C(O1)C=CC(=C2)C2(CC2)C(=O)NC2=CC=C(C(=N2)C=2C=C(C(=O)O)C=CC2)C)F